(R)-3-(4-ethynyl-2-hydroxyphenyl)-4-methyl-6-(piperidin-3-ylamino)-1,2,4-triazin-5(4H)-one C(#C)C1=CC(=C(C=C1)C1=NN=C(C(N1C)=O)N[C@H]1CNCCC1)O